5-[(5-{3-[(2S)-3-amino-2-methylpropyloxy]-5-methoxypyridin-4-yl}-1H-pyrazol-3-yl)amino]pyrazine-2-carbonitrile NC[C@@H](COC=1C=NC=C(C1C1=CC(=NN1)NC=1N=CC(=NC1)C#N)OC)C